tert-butyl 3-methyl-6-(quinolin-7-yl)-3,4-dihydropyridine-1(2H)-carboxylate CC1CN(C(=CC1)C1=CC=C2C=CC=NC2=C1)C(=O)OC(C)(C)C